N[C@H]1CC2(CN(C2)C=2C(NC(=CN2)SC2=C(C(=CC=C2)Cl)Cl)=O)CC1 (R)-3-(6-Amino-2-azaspiro-[3.4]octan-2-yl)-6-((2,3-dichlorophenyl)thio)pyrazin-2(1H)-on